C[Si](CCOCN1N=CC=2C1=NC(=NC2)C(=O)OC)(C)C methyl 1-((2-(trimethylsilyl)ethoxy)methyl)-1H-pyrazolo[3,4-d]pyrimidine-6-carboxylate